CN1N=CC(=C1)C1=CC=C2C(=NC=NC2=C1)C=1C(=NN(C1)C1OCCCC1)C1=CN=CS1 5-(4-(7-(1-methyl-1H-pyrazol-4-yl)quinazolin-4-yl)-1-(tetrahydro-2H-pyran-2-yl)-1H-pyrazol-3-yl)thiazole